C1(=CC=CC=C1)P(N)(=O)C1=CC=CC=C1 P,P-diphenylphosphinic amide